2-[(4-methylphenyl)methylene]-heptanal phenyl-[(1R)-1-(2,2-difluoro-1,3-benzodioxol-5-yl)ethyl]carbamate C1(=CC=CC=C1)N(C(O)=O)[C@H](C)C1=CC2=C(OC(O2)(F)F)C=C1.CC1=CC=C(C=C1)C=C(C=O)CCCCC